(R)-4-ethyl-9-(4-fluorobenzyl)-2-methyl-1-oxa-4,9-diazaspiro[5.5]undecan-3-one C(C)N1C([C@H](OC2(C1)CCN(CC2)CC2=CC=C(C=C2)F)C)=O